2H-isoindole C=1NC=C2C=CC=CC12